FC(OC1=C(C=CC=C1)[C@@H]1CCN2[C@@H]1C1=CC(=CC=C1C2=O)C=2C=NC(=NC2)N2CCOCC2)F (1s,9bs)-1-(2-(difluoromethoxy)phenyl)-8-(2-morpholinopyrimidin-5-yl)-2,3-dihydro-1H-pyrrolo[2,1-a]isoindol-5(9bH)-one